C(#C)C1=C(C=CC=C1)S(=O)(=O)C 1-ethynyl-2-(methylsulfonyl)benzene